4-((2-(azetidin-1-ylmethyl)-4-fluorobenzyl)amino)-5-chloro-2-fluoro-N-(thiazol-4-yl)benzenesulfonamide N1(CCC1)CC1=C(CNC2=CC(=C(C=C2Cl)S(=O)(=O)NC=2N=CSC2)F)C=CC(=C1)F